C(CCCCC)C1=CC=C(CNC2=C3N=CN(C3=NC=N2)[C@H]2[C@@H](O)[C@H](O)[C@H](O2)CO)C=C1 6-(4-hexylbenzylamino)-9-β-D-arabinofuranosylpurine